BrC1=C(N(C(=C1)C(C(F)(F)F)(C(F)(F)F)F)CC#N)N1N=CC(=C1)C=1C=CC(=C(C(=O)NC2(CC2)C#N)C1)Cl 5-[1-[3-bromo-1-(cyanomethyl)-5-[1,2,2,2-tetrafluoro-1-(trifluoromethyl)ethyl]pyrrol-2-yl]pyrazol-4-yl]-2-chloro-N-(1-cyanocyclopropyl)benzamide